CNC=1N=CC(=C2C=C(N=CC12)NC(=O)C1CC1)C=1SC2=C(N1)C=CC(=C2)N2CCOCC2 N-(8-(methylamino)-5-(6-morpholinylbenzo[d]thiazol-2-yl)-2,7-naphthyridin-3-yl)cyclopropanecarboxamide